(E)-2-(2,6-dioxopiperidin-3-yl)-5-(4-(4-(4-(1-(hydroxyimino)-2,3-dihydro-1H-inden-5-yl)-3-(pyridin-4-yl)-1H-pyrazol-1-yl)phenyl)piperazin-1-yl)-4-methylisoindoline-1,3-dione O=C1NC(CCC1N1C(C2=CC=C(C(=C2C1=O)C)N1CCN(CC1)C1=CC=C(C=C1)N1N=C(C(=C1)C=1C=C2CC\C(\C2=CC1)=N/O)C1=CC=NC=C1)=O)=O